C(CC(=O)C)(=O)OCC(CO)O Glycerol 3-Mono-Acetoacetate